CC1=NN2C(N=C(C(=C2C)O[C@H]2CN(CC2)C2=CC=C(C=C2)C2=CC=C(N=N2)CN2CCOCC2)C)=N1 (R)-4-((6-(4-(3-((2,5,7-trimethyl-[1,2,4]triazolo[1,5-a]pyrimidin-6-yl)oxy)pyrrolidin-1-yl)phenyl)pyridazin-3-yl)methyl)morpholine